FC=1C=C(NC=2OCC(C(N2)C)CO)C=C(C1OC1=C2C(=NC=C1)NC=C2)F (+/-)-[2-{3,5-difluoro-4-[(1H-pyrrolo[2,3-b]pyridin-4-yl)oxy]anilino}-4-methyl-5,6-dihydro-4H-1,3-oxazin-5-yl]methanol